benzyl {[2-(2-methylpropan-2-yl)-5-[(1s,3r)-3-{[(prop-2-ylamino) carbonyl] oxy} cyclopentyl] pyrazol-3-yl] amino}carboxylate CC(C)(C)N1N=C(C=C1NC(=O)OCC1=CC=CC=C1)[C@@H]1C[C@@H](CC1)OC(=O)NC(C)C